CC=1C=CC=C2C(NC(=NC12)CSC1CCN(CC1)CC1=NN(C2=CC=CC=C12)C)=O 8-Methyl-2-(((1-((1-methyl-1H-indazol-3-yl)methyl)piperidin-4-yl)thio)methyl)-quinazolin-4(3H)-one